1-(2-(5-((3-chloro-1-ethyl-1H-pyrazol-4-yl)methyl)-3-methyl-1H-pyrazol-1-yl)-5-fluorophenyl)ethan-1-one ClC1=NN(C=C1CC1=CC(=NN1C1=C(C=C(C=C1)F)C(C)=O)C)CC